The molecule is a monocarboxylic acid anion that is the conjugate base of methoxyacetic acid, obtained by deprotonation of the carboxy group. It is a conjugate base of a methoxyacetic acid. COCC(=O)[O-]